2,3-dibromo-1,4-butanedisulfonic acid sodium [Na].BrC(CS(=O)(=O)O)C(CS(=O)(=O)O)Br